3-(3,3-dimethyl-1-(methylsulfonyl)indolin-6-yl)-1-((2-((4-methoxybutan-2-yl)amino)pyridin-4-yl)methyl)-5,5-dimethylimidazolidine-2,4-dione CC1(CN(C2=CC(=CC=C12)N1C(N(C(C1=O)(C)C)CC1=CC(=NC=C1)NC(C)CCOC)=O)S(=O)(=O)C)C